CC(CC1=CC=CC=C1)C(CC1=CC=CC=C1)C 2,3-dimethyl-1,4-diphenylbutane